CN(C(=O)C1=CN=C(S1)C1=CC=CC=C1)[C@@H]1C[C@H](C1)CNC#N N-methyl-2-phenyl-N-[(trans)-3-[(cyanoamino)methyl]cyclobutyl]-1,3-thiazole-5-carboxamide